(5S,7S)-2-(2-Cyclopropylethynyl)-7-fluoro-5-phenyl-6,7-dihydro-5H-pyrrolo[1,2-b][1,2,4]triazole C1(CC1)C#CC=1N=C2N(N1)[C@@H](C[C@@H]2F)C2=CC=CC=C2